N-(5-phenyl-1,3,4-oxadiazol-2-yl)-2-(2-fluorophenoxy)benzamide C1(=CC=CC=C1)C1=NN=C(O1)NC(C1=C(C=CC=C1)OC1=C(C=CC=C1)F)=O